BrC=1C=C(C=CC1)C(C)N=C(C(=O)O)C(=O)O (1-(3-bromophenyl)ethyl)iminomalonic acid